C(C(C)C)OC(=O)N1CCC2(CN(C(N2CC2=CC(=CC=C2)OC)=O)C2=CC=C(C=C2)C=2C=NNC2)CC1 3-(4-(1H-pyrazol-4-yl)phenyl)-1-(3-methoxybenzyl)-2-oxo-1,3,8-triazaspiro[4.5]decane-8-carboxylic acid isobutyl ester